FC1=CC=C(N=N1)NC(CN1N=C(C(=C1)C1=CC=C(C=C1)C1=CN=C(N1C)C(=O)N)C)=O 5-[4-[1-[2-[(6-fluoropyridazin-3-yl)amino]-2-oxo-ethyl]-3-methyl-pyrazol-4-yl]phenyl]-1-methyl-imidazole-2-carboxamide